tert-butyl 4-[7-[1-(2,6-dioxo-3-piperidyl)-3-methyl-2-oxo-benzimidazol-4-yl]hept-6-ynoxy]piperidine-1-carboxylate O=C1NC(CCC1N1C(N(C2=C1C=CC=C2C#CCCCCCOC2CCN(CC2)C(=O)OC(C)(C)C)C)=O)=O